OC1=C(C(=CC(=C1)O)O)C(CCC1=CC=C(C=C1)O)=O 2',4',6'-trihydroxy-3-(4-hydroxyphenyl)-propiophenone